CC1(OB(OC1(C)C)C1=CC(=NC=C1)O)C 4-(4,4,5,5-tetramethyl-1,3,2-dioxaborolan-2-yl)pyridin-2-ol